ClC1=C(C=CC=C1)CC(=O)NC1=CC(=C(C=C1)OCC1CCC1)S(N)(=O)=O 2-(2-chlorophenyl)-N-[4-(cyclobutylmethoxy)-3-sulfamoylphenyl]acetamide